(S)-7-(benzylthio)-5-bromo-2-(1-cyclopropylethyl)isoindol-1-one C(C1=CC=CC=C1)SC=1C=C(C=C2CN(C(C12)=O)[C@@H](C)C1CC1)Br